N-(3-chloro-5-ethanesulfonamidophenyl)-1-[5-(3,3-difluoroazetidin-1-yl)-3-[(5-fluoropyridin-3-yl)methoxy]pyridin-2-yl]-5-methylpyrrole-3-carboxamide ClC=1C=C(C=C(C1)NS(=O)(=O)CC)NC(=O)C1=CN(C(=C1)C)C1=NC=C(C=C1OCC=1C=NC=C(C1)F)N1CC(C1)(F)F